1-iodomethyl methacrylate C(C(=C)C)(=O)OCI